4-((14-((R)-3-(4-amino-3-(4-phenoxyphenyl)-1H-pyrazolo[3,4-d]pyrimidin-1-yl)piperidine-1-yl)-14-oxo-3,6,9,12-tetraoxatetradecyl)sulfanyl)-2-(2,6-dioxopiperidin-3-yl)isoindol NC1=C2C(=NC=N1)N(N=C2C2=CC=C(C=C2)OC2=CC=CC=C2)[C@H]2CN(CCC2)C(COCCOCCOCCOCCSC=2C1=CN(C=C1C=CC2)C2C(NC(CC2)=O)=O)=O